COC1=C(C=C(C=C1)C#CC)OC 1,2-dimethoxy-4-(prop-1-yn-1-yl)benzene